tert-Butyl 1-amino-6,12-dioxo-3,10,16-trioxa-7,13-diazanonadecan-19-oate NCCOCCC(NCCOCC(NCCOCCC(=O)OC(C)(C)C)=O)=O